L-4-Bromophenylalanine BrC1=CC=C(C[C@H](N)C(=O)O)C=C1